C(C)OC(=O)C=1N=NSC1N.C(C)OC(=O)C=1N=NSC1NC(C(CC)C1=CC=CC=C1)=O 5-(2-Phenyl-butyrylamino)-[1,2,3]thiadiazole-4-carboxylic acid ethyl ester Ethyl-5-amino-1,2,3-thiadiazole-4-carboxylate